Aza-Carbazol N1=CC=CC=2C3=CC=CC=C3NC12